tert-butyl (5-iodo-6-methoxypyrimidin-4-yl)(methyl)carbamate IC=1C(=NC=NC1OC)N(C(OC(C)(C)C)=O)C